2-[[4-[4-fluoro-5-isobutyl-2-(2H-tetrazol-5-yl)phenyl]piperazin-1-yl]-methyl]-3H-quinazolin-4-one FC1=CC(=C(C=C1CC(C)C)N1CCN(CC1)CC1=NC2=CC=CC=C2C(N1)=O)C=1N=NNN1